CC(C1CC(=O)O1)CC γ-methyl-3-caprolactone